CC=1C=C(C=C2C(NC(=NC12)C=1C=C2C(=CN1)SC=C2)=O)O[C@H]2CN(C(CC2)=O)C R-8-methyl-6-((1-methyl-6-oxopiperidin-3-yl)oxy)-2-(thieno[2,3-c]pyridin-5-yl)quinazolin-4(3H)-one